5-(pyridin-3-ylmethyl)-5H-pyrido[3'',4'':4',5']pyrrolo[3',2':4,5]imidazo[1,2-a]pyrazine N1=CC(=CC=C1)CN1C2=C(C=3N=C4N(C=CN=C4)C31)C=NC=C2